C1=CC=CC=2C3=CC=CC=C3C(C12)COC(=O)N(CC1=CC=C(C=C1)NC1=NC=C(C(=N1)NC1=C(C=CC=C1)C(NC)=O)C(F)(F)F)C1=C(C=CC=C1)C1CCN(C1)C(=O)[O-] 4-(((((9H-fluoren-9-yl)methoxy)carbonyl)(4-((4-((2-(methylcarbamoyl)phenyl)amino)-5-(trifluoromethyl) pyrimidin-2-yl)amino)benzyl)amino)phenyl)pyrrolidine-1-carboxylate